4-(2-Chloropyrimidin-4-yl)piperidine-1,4-dicarboxylic acid 1-tert-butyl ester 4-methyl ester COC(=O)C1(CCN(CC1)C(=O)OC(C)(C)C)C1=NC(=NC=C1)Cl